CC1=CC(=CC=C1)C(C)C 1-methyl-3-(1-methylethyl)-benzene